ClC=1N=C(C=2C(N1)=CC(N(C2)N2CCOCC2)=O)N[C@H](C)C2=C(C(=CC=C2)C(F)F)F (R)-2-chloro-4-((1-(3-(difluoromethyl)-2-fluorophenyl)ethyl)amino)-6-morpholinylpyrido[4,3-d]pyrimidin-7(6H)-one